menthyl 11-hydroxy-3,6,9-trioxaundecanoate OCCOCCOCCOCC(=O)OC1CC(CCC1C(C)C)C